BrC1=C2C=C(N=CC2=CC=C1)Cl 5-bromo-3-chloroisoquinoline